4-(cyclobutoxy)cyclohexanone C1(CCC1)OC1CCC(CC1)=O